C(C=C)OCCCCC1=CC=C(C=C1)CC=1C=C(C=CC1C)[C@]12[C@@H]([C@H]([C@@H]([C@](CO1)(O2)C(=O)O)OCC2=CC=CC=C2)OCC2=CC=CC=C2)OCC2=CC=CC=C2 (1S,2S,3S,4R,5S)-5-[3-[[4-(4-allyloxybutyl)phenyl]methyl]-4-methyl-phenyl]-2,3,4-tribenzyloxy-6,8-dioxabicyclo[3.2.1]octane-1-carboxylic acid